FC=1C=C(C=C(C1)F)S(=O)(=O)C=1C=C2C(=NNC2=CC1)\C=C\C1=C(C=CC=C1)C (E)-5-((3,5-difluorophenyl)sulfonyl)-3-(2-methylstyryl)-1H-indazole